CN1N=C(C2=CC=CC(=C12)NCC(N1CCNCC1)=O)C1C(NC(CC1)=O)=O 3-(1-methyl-7-((2-oxo-2-(piperazin-1-yl)ethyl)amino)-1H-indazol-3-yl)piperidine-2,6-dione